COC=1C=CC(=C(C1)C1(CC1)C#N)C 1-(5-methoxy-2-methylphenyl)cyclopropane-1-carbonitrile